3,3-Dibutyl-7-(dimethylamino)-8-methoxy-5-phenyl-2,3,4,5-tetrahydro-1,5-benzothiazepine 1,1-dioxide C(CCC)C1(CS(C2=C(N(C1)C1=CC=CC=C1)C=C(C(=C2)OC)N(C)C)(=O)=O)CCCC